FC=1C=CC(=NC1C1CNCCC1)C=1C=NN2C1C=CC=C2 3-(5-fluoro-6-(piperidin-3-yl)pyridin-2-yl)pyrazolo[1,5-a]pyridine